C(C)(C)(C)C1=CC=C(C=C1)N1C(=NC2=C1C1=CC=C(C=C1C=1C=C(C=CC12)C1=CC=NC=C1)C1=CC=NC=C1)C1=CC=C(C=C1)C1=CC=NC=C1 1-[4-(tert-butyl)phenyl]-6,9-bis(pyridin-4-yl)-2-[4-(pyridin-4-yl)phenyl]-1H-phenanthro[9,10-d]imidazole